ClC=1C=C(C#N)C=C(C1)CCN1CC(C(C1)C)COC1=CC=C(C=C1)S(=O)(=O)CCO 3-chloro-5-[2-(3-{[4-(2-hydroxyethanesulfonyl)phenoxy]methyl}-4-methylpyrrolidin-1-yl)ethyl]benzonitrile